2-[(1R,3r-5S)-3-({5-cyclopropyl-3-[2-(trifluoromethoxy)phenyl]-1,2-oxazol-4-yl}methoxy)-8-azabicyclo[3.2.1]octan-8-yl]-4-fluoro-1,3-benzothiazole-6-carboxylic acid C1(CC1)C1=C(C(=NO1)C1=C(C=CC=C1)OC(F)(F)F)COC1C[C@H]2CC[C@@H](C1)N2C=2SC1=C(N2)C(=CC(=C1)C(=O)O)F